2-methoxy-5-(2-methoxyethyl)benzaldehyde COC1=C(C=O)C=C(C=C1)CCOC